CC=1C=C(C=C2CCC3(CN(C3)C(=O)OC(C)(C)C)CC2)C=CC1 tert-Butyl 7-(3-methylbenzylidene)-2-azaspiro[3.5]nonane-2-carboxylate